N-(2-aminoethyl)-4-{[(2S,4R)-2-methyl-1-propionyl-1,2,3,4-tetrahydroquinolin-4-yl]amino}benzenesulfonamide hydrochloride Cl.NCCNS(=O)(=O)C1=CC=C(C=C1)N[C@@H]1C[C@@H](N(C2=CC=CC=C12)C(CC)=O)C